perfluoro(3,6-dioxo-1-heptene) FC(=C(C(C(C(C(C(F)(F)F)=O)(F)F)(F)F)=O)F)F